4-(5-chloro-4-fluoro-2-formylphenyl)piperazine-1-carboxylic acid tert-butyl ester C(C)(C)(C)OC(=O)N1CCN(CC1)C1=C(C=C(C(=C1)Cl)F)C=O